ClC1=C(C=C(C=C1)F)C1NC(C2=C1C(=CC1=C(N(N=C21)C)C(O)C2CC2)NC(C2=CC(=CC(=C2)C(F)(F)F)F)=O)=O N-(6-(2-chloro-5-fluorophenyl)-3-(cyclopropyl(hydroxy)methyl)-2-methyl-8-oxo-2,6,7,8-tetrahydropyrrolo[3,4-g]indazol-5-yl)-3-fluoro-5-(trifluoromethyl)benzamide